C(C)C(C(O)O)(C)CCCC 2-ethyl-2-butylpropanediol